CC1\C(\C(N(N1[2H])C1=CC=CC=C1)=O)=C/C1=CC=C(C=C1)Br (E)-5-methyl-4-(4-bromobenzylidene)-2-phenyl-2,4-dihydro-3H-pyrazol-3-one-1-d